O\N=C\C1[C@H]2CN(C[C@@H]12)C(=O)OC(C)(C)C tert-butyl (1R,5S,6r)-6-[(E)-(hydroxyimino) methyl]-3-azabicyclo[3.1.0]hexane-3-carboxylate